(Z)-N-(2-aminophenyl)-5-(2-methoxy-5-(3,4,5-trimethoxystyryl)phenoxy)pentanoic acid amide NC1=C(C=CC=C1)NC(CCCCOC1=C(C=CC(=C1)\C=C/C1=CC(=C(C(=C1)OC)OC)OC)OC)=O